zirconium bis(2-ethylhexanoate) oxide CCCCC(CC)C(=O)[O-].CCCCC(CC)C(=O)[O-].O=[Zr+2]